[5-bromo-2-(trifluoromethyl)phenyl]hydrazine BrC=1C=CC(=C(C1)NN)C(F)(F)F